Methyl (S)-2-((2S,3R)-2-(2-((S)-1-(2,3-difluorobenzyl)-5-oxopyrrolidin-2-yl)acetamido)-3-methoxybutanamido)-3-(4-nitrophenyl)propanoate FC1=C(CN2[C@@H](CCC2=O)CC(=O)N[C@H](C(=O)N[C@H](C(=O)OC)CC2=CC=C(C=C2)[N+](=O)[O-])[C@@H](C)OC)C=CC=C1F